P(O)(=O)(OP(=O)(O)OP(=O)(O)O)OC[C@@H]1[C@H]([C@H]([C@@](O1)(N1C(=O)NC(=O)C=C1)OC)O)O.COC1=C(C(=O)NC2=NC(=CC=C2)C2=NN=C(N2[C@H](C(F)(F)F)C)C)C=CC=N1 (S)-2-methoxy-N-(6-(5-methyl-4-(1,1,1-trifluoropropan-2-yl)-4H-1,2,4-triazol-3-yl)pyridin-2-yl)nicotinamide methoxy-uridine-5'-triphosphate